C(C1=CC=CC=C1)OC1=C(C=CC(=C1)OCC1=CC=CC=C1)CNS(=O)C(C)(C)C N-{[2,4-bis(benzyloxy)phenyl]methyl}-2-methylpropane-2-sulfinamide